9-(3-cyano-4-((1-(3-fluoropropyl)azetidin-3-ylidene)methyl)phenyl)-8-(4-fluoro-2-methylphenyl)-6,7-dihydro-5H-benzo[7]annulene-3-carboxylic acid C(#N)C=1C=C(C=CC1C=C1CN(C1)CCCF)C1=C(CCCC2=C1C=CC(=C2)C(=O)O)C2=C(C=C(C=C2)F)C